ClC1=CC=C(C=C1)C=1C=C(C(N(N1)C=1C=NN(C1)C)=O)C(=O)NC1(CCN(CC1)C(C(C)(C)O)=O)C 6-(4-chlorophenyl)-N-(1-(2-hydroxy-2-methylpropanoyl)-4-methylpiperidin-4-yl)-2-(1-methyl-1H-pyrazol-4-yl)-3-oxo-2,3-dihydropyridazine-4-carboxamide